O1CCN(CC1)C=1C2=C(N=CN1)N(C(=C2)C2=CC=C(OCC1=NC=CC(=C1)CN1C[C@@H](CCC1)NC(OC(C)(C)C)=O)C=C2)COCC[Si](C)(C)C tert-butyl (R)-(1-((2-((4-(4-morpholino-7-((2-(trimethylsilyl)ethoxy)methyl)-7H-pyrrolo[2,3-d]pyrimidin-6-yl)phenoxy)methyl)pyridin-4-yl)methyl)piperidin-3-yl)carbamate